C1(CC1)N(C(=O)OCC1=C(C=NN1C)C1=CC=C(C(=N1)F)O[C@@H]1C[C@H](CCC1)C(=O)OC(C)C)C |r| (+/-)-isopropyl (1S,3S)-3-((6-(5-(((cyclopropyl(methyl)carbamoyl)oxy)methyl)-1-methyl-1H-pyrazol-4-yl)-2-fluoropyridin-3-yl)oxy)cyclohexane-1-carboxylate